3,3,4,4,5,5,6,6-octafluorocyclohexene FC1(C=CC(C(C1(F)F)(F)F)(F)F)F